Methyl 6-bromo-1-{2-[(2R,5R)-2-(methoxymethyl)-5-methylpiperazin-1-yl]acetyl}-3-methyl-2,3-dihydro-1H-indole-3-carboxylate hydrochloride Cl.BrC1=CC=C2C(CN(C2=C1)C(CN1[C@H](CN[C@@H](C1)C)COC)=O)(C(=O)OC)C